dimethyl suberate (dimethyl suberamidate) CC(C(=O)N)(CCCCCC(=O)O)C.C(CCCCCCC(=O)OC)(=O)OC